(1R,2S,4S)-1-methyl-2,4-diisopropenylcyclohexane C[C@H]1[C@H](C[C@H](CC1)C(=C)C)C(=C)C